N1=C(C=C2COCCN21)S(=O)(=O)N 6,7-dihydro-4H-pyrazolo[5,1-c][1,4]oxazine-2-sulfonamide